N1CCC(CC1)OC1=CC=C(N)C=C1 4-(4-piperidinyloxy)aniline